trans-1,4-diphenylbut-2-ene-1,4-dione C1(=CC=CC=C1)C(\C=C\C(=O)C1=CC=CC=C1)=O